2-(oxiran-2-ylmethyl)-2,3,4,9-tetrahydro-1H-beta-carboline O1C(C1)CN1CC=2NC3=CC=CC=C3C2CC1